methyl 2-(4-aminobut-1-yn-1-yl)-5-(3-aminopropanamido)benzoate NCCC#CC1=C(C(=O)OC)C=C(C=C1)NC(CCN)=O